8-methyl-N-[(1,2,4-oxadiazol-3-yl)methyl]-2-[(pyridin-2-yl)methyl]-4,5-dihydro-2H-furo[2,3-g]indazole-7-carboxamide CC1=C(OC=2CCC3=CN(N=C3C21)CC2=NC=CC=C2)C(=O)NCC2=NOC=N2